2-[[5-ethylsulfanyl-6-[7-(1,1,2,2,2-pentafluoroethyl)imidazo[1,2-c]pyrimidin-2-yl]-3-pyridyl]oxy]-2-methyl-propanenitrile C(C)SC=1C=C(C=NC1C=1N=C2N(C=NC(=C2)C(C(F)(F)F)(F)F)C1)OC(C#N)(C)C